2-(3'-(5-cyclopropyl-3-(2,6-dichlorophenyl)isoxazol-4-yl)-8-azaspiro[bicyclo[3.2.1]octane-3,1'-cyclobutan]-8-yl)-4-fluorobenzo[d]thiazole-6-carboxylic acid C1(CC1)C1=C(C(=NO1)C1=C(C=CC=C1Cl)Cl)C1CC2(C1)CC1CCC(C2)N1C=1SC2=C(N1)C(=CC(=C2)C(=O)O)F